2,2,3-TRIMETHYLCYCLOPENT-3-ENE-1-CARBOXALDEHYDE CC1(C(CC=C1C)C=O)C